(4-(aminomethyl)benzyl)-2-(cycloocta-2-yn-1-yloxy)acetamide NCC1=CC=C(CC(C(=O)N)OC2C#CCCCCC2)C=C1